COC1=CC=C(C=C1)NC(=O)[C@H]1[C@@H](CC[C@H](C1)C)C(C)C (1R,2S,5R)-N-(4-methoxy-phenyl)-5-methyl-2-(1-methylethyl)cyclohexanecarboxamide